(3aR,4R,6aR)-4-(4-aminopyrrolo[2,1-f][1,2,4]triazin-7-yl)-6-(hydroxymethyl)-2,2-dimethyltetrahydrofuro[3,4-d][1,3]dioxolane-4-carbonitrile NC1=NC=NN2C1=CC=C2[C@@]2(OC([C@H]1OC(O[C@H]12)(C)C)CO)C#N